tert-butyl (1-((6-chloro-2-(2-((5-chloro-6-(trifluoromethyl)pyridin-2-yl)amino) ethyl)-2,3,4,9-tetrahydro-1H-pyrido[3,4-b]indol-1-yl)methyl)pyrrolidin-3-yl)carbamate ClC=1C=C2C3=C(NC2=CC1)C(N(CC3)CCNC3=NC(=C(C=C3)Cl)C(F)(F)F)CN3CC(CC3)NC(OC(C)(C)C)=O